rac-(3R,5R)-5-methylpiperidin-3-ol C[C@@H]1C[C@H](CNC1)O |r|